6-(4-(tert-butyl)naphthalen-2-yl)-4-(4-neopentylphenyl)nicotinonitrile C(C)(C)(C)C1=CC(=CC2=CC=CC=C12)C1=NC=C(C#N)C(=C1)C1=CC=C(C=C1)CC(C)(C)C